ethyl 2-amino-3-(4,5-difluoro-1-tosyl-1H-indol-7-yl)-2-methylpropanoate NC(C(=O)OCC)(CC=1C=C(C(=C2C=CN(C12)S(=O)(=O)C1=CC=C(C)C=C1)F)F)C